2-iodo-3-(1-tert-butoxycarbonylpiperazinyl)naphthoquinone IC=1C(C2=CC=CC=C2C(C1C1N(CCNC1)C(=O)OC(C)(C)C)=O)=O